(R)-1-(2-fluoro-3-(trifluoromethyl)phenyl)ethan-1-amine FC1=C(C=CC=C1C(F)(F)F)[C@@H](C)N